COC1=CC2=C(N=C(S2)N2C([C@@H]3N(CCNC3)CC2)=O)C=C1 (R)-8-(6-Methoxybenzo[d]thiazol-2-yl)-9-oxooctahydro-2H-pyrazino[1,2-a]pyrazin